CC1NC2=CC(=CC=C2C1)S(=O)(=O)N 2-methylindoline-6-sulfonamide